3-((7-(dimethoxymethyl)-4-fluoro-1,2,3,4-tetrahydro-2,4-methylene-1,8-naphthyridin-6-yl)methyl)-1,3-oxazepan-2-one COC(C1=C(C=C2C3(CC(NC2=N1)C3)F)CN3C(OCCCC3)=O)OC